CC=1N=NN(N1)C(C(=O)OCCC(=C(F)F)F)C 3,4,4-trifluorobut-3-en-1-yl 2-(5-methyl-2H-tetrazol-2-yl)propanoate